3-(4-hydroxyphenyl)-1-[2-hydroxy-4-[3,4,5-trihydroxy-6-(hydroxymethyl)oxan-2-yl]oxyphenyl]propan-1-one OC1=CC=C(C=C1)CCC(=O)C1=C(C=C(C=C1)OC1OC(C(C(C1O)O)O)CO)O